ClC1=C(C=CC(=C1F)OC(F)F)C1=CN=C(N1C)C(=O)NC1=CC(=C(C=C1)C(=O)N1CCN(CC1)C(=O)C1(CCNCC1)O)Cl 5-[2-chloro-4-(difluoromethoxy)-3-fluoro-phenyl]-N-[3-chloro-4-[4-(4-hydroxypiperidine-4-carbonyl)piperazine-1-carbonyl]phenyl]-1-methyl-imidazole-2-carboxamide